CC1=COC2=C1C=C(C=C2)S(N(C2=C(C=CC=C2)N2CCN(CC2)C(=O)C=2SC=CC2)CCC2=CC=CC=C2)(=O)=O 3-Methyl-5-(N-phenethyl-N-(2-(4-(thiophene-2-carbonyl)piperazin-1-yl)phenyl)sulfamoyl)benzofuran